ClC1=C2C(=NC=C1C=1C=NC=NC1)NC=C2 4-chloro-5-(pyrimidin-5-yl)-1H-pyrrolo[2,3-b]pyridine